Fluorobenzene FC1=CC=CC=C1